epoxy-2-methylpropane CC1(CO1)C